1-bromo-2,3,5-trifluoro-4-nitro-benzene BrC1=C(C(=C(C(=C1)F)[N+](=O)[O-])F)F